C(C)(C)(C)SC(C)(C)C.[Cu] copper tert-butylsulfide